(R)-N-hydroxy-4-(naphthalen-2-yl)-3-(4-((5-phenylthiophene-2-sulfonamido)methyl)-1H-1,2,3-triazol-1-yl)butanamide ONC(C[C@@H](CC1=CC2=CC=CC=C2C=C1)N1N=NC(=C1)CNS(=O)(=O)C=1SC(=CC1)C1=CC=CC=C1)=O